4-(10H-phenothiazin-10-yl)benzaldehyde C1=CC=CC=2SC3=CC=CC=C3N(C12)C1=CC=C(C=O)C=C1